(6-(3-Cyclopropyl-2-methylbenzyl)-2-azaspiro[3.3]heptan-2-yl)((1s,3s)-3-hydroxy-3-methylcyclobutyl)methanon C1(CC1)C=1C(=C(CC2CC3(CN(C3)C(=O)C3CC(C3)(C)O)C2)C=CC1)C